FC=1C(=C(C(=O)N)C=C(C1F)CC1=C(C(=NC=C1)NS(NCCF)(=O)=O)F)NC1=C(C=C(C=C1)I)F 3,4-Difluoro-5-[[3-Fluoro-2-(2-fluoroethylsulfamoylamino)Pyridine-4-yl]Methyl]-2-(2-Fluoro-4-iodoanilino)benzamide